C(C)(C)(C)OC(=O)N[C@@H]1CN(CCC1)C1=C2C(=NC=C1[N+](=O)[O-])C(CC2)OC(C)=O acetic acid 4-{(3S)-3-[(tert-butoxycarbonyl) amino] piperidin-1-yl}-3-nitro-6,7-dihydro-5H-cyclopenta[b]pyridin-7-yl ester